ClC1=NC(=C(C=O)C(=C1)C)OC(F)F 6-chloro-2-(difluoromethoxy)-4-methyl-nicotinaldehyde